COC=1C=C2CCC(N(C2=CC1)C(=O)C1=CC=CC=C1)C=CC1=CC=CC=C1 (6-methoxy-2-styryl-3,4-dihydroquinolin-1(2H)-yl)(phenyl)methanone